ClC=1C=C(C=CC1)[C@@H]1[C@H](C1)C(=O)NC=1N=NC=C(C1)NCC1=CC=C(C=C1)CO |r| rac-(1S,2S)-2-(3-chlorophenyl)-N-(5-((4-(hydroxymethyl)benzyl)amino)pyridazin-3-yl)cyclopropane-1-carboxamide